tert-butyl 2-(2-bromo-6-fluorophenyl)-1H-pyrrole-1-carboxylate BrC1=C(C(=CC=C1)F)C=1N(C=CC1)C(=O)OC(C)(C)C